rac-6-(1-Isopropyl-1H-pyrazol-3-yl)-N-((1R,3S)-3-methoxycyclopentyl)-5-methyl-2-(1-methyl-1H-imidazol-2-yl)thieno[2,3-d]pyrimidin-4-amine C(C)(C)N1N=C(C=C1)C1=C(C2=C(N=C(N=C2N[C@H]2C[C@H](CC2)OC)C=2N(C=CN2)C)S1)C |r|